azetidine-3-carboxamide hydrochloride Cl.N1CC(C1)C(=O)N